4-(5-((5-Chloro-4-((2-(dimethylphosphoryl)phenyl)amino)pyrimidin-2-yl)amino)-1H-indazol-3-yl)benzoic acid ClC=1C(=NC(=NC1)NC=1C=C2C(=NNC2=CC1)C1=CC=C(C(=O)O)C=C1)NC1=C(C=CC=C1)P(=O)(C)C